N-(2,4-dimethylphenyl)acrylamide CC1=C(C=CC(=C1)C)NC(C=C)=O